tert-Butyl 4-[[1-[3-[methyl-(2-methyloxazolo[4,5-b]pyridin-6-yl)carbamoyl]phenyl]-3-(trifluoromethyl)-4,5,6,7-tetrahydroindazol-7-yl]oxy]benzoate CN(C(=O)C=1C=C(C=CC1)N1N=C(C=2CCCC(C12)OC1=CC=C(C(=O)OC(C)(C)C)C=C1)C(F)(F)F)C=1C=C2C(=NC1)N=C(O2)C